(S)-2-amino-3-(4-(5-(4-ethoxyphenyl)-1,2,4-oxadiazol-3-yl)phenyl)propanoic acid N[C@H](C(=O)O)CC1=CC=C(C=C1)C1=NOC(=N1)C1=CC=C(C=C1)OCC